C1=CC=CC=2C3=CC=CC=C3N(C12)C=1C=CC=2N(C3=CC=CC=C3C2C1)C1=NC(=NC=N1)C1=CC=CC=C1 3-(9H-carbazol-9-yl)-9H-carbazol-9-yl-6-phenyl-1,3,5-triazine